BrC(C(=O)N1C=CC2=CC=CC=C12)(CC)C 2-bromo-1-(1H-indol-1-yl)-2-methylbutan-1-one